C(=O)(O)CCCNCCCC(=O)O 4-(carboxypropylamino)-butyric acid